OC1(OC[C@@]2(CCCN3CCOC4CCCCC4C4CCC(OCC23)CC4)NC1)C(F)(F)F |o1:4| Rel-(1s,3S,16R,19s)-6-hydroxy-6-(trifluoromethyl)-8',18'-dioxa-11'-azaspiro[morpholine-3,15'-tetracyclo[17.2.2.02,7.011,16]tricosane]